COC1=CC=C(CN2CN3C(C=C2)=CCC3C)C=C1 2-(4-methoxybenzyl)-7-methyl-6,7-dihydropyrrolo[1,2-c]pyrimidine